8-(7-bromo-2,6-dichloro-8-fluoroquinazolin-4-yl)-3-methyl-1-oxa-3,8-diazaspiro[4.5]decan-2-one BrC1=C(C=C2C(=NC(=NC2=C1F)Cl)N1CCC2(CN(C(O2)=O)C)CC1)Cl